ClC=1C=C(C(=NC1)NC1=CC2=C(C=N1)N(C(N2C2CCOCC2)=O)C)C 6-((5-chloro-3-methylpyridin-2-yl)amino)-3-methyl-1-(tetrahydro-2H-pyran-4-yl)-1,3-dihydro-2H-imidazo[4,5-c]pyridin-2-one